4-methoxy-5-(piperidin-4-yl)pyridin-2-amine dihydrochloride Cl.Cl.COC1=CC(=NC=C1C1CCNCC1)N